Aminopropyltri-methoxysilan NCCC[Si](OC)(OC)OC